C1=CC=C2C(=C1)C=CC3=C2C(=O)C4=CC=CC=C4C3=O 1,2-benzanthraquinone